FC(C=1C=C(CC2=C(C3=C(COCC3)S2)C(=O)NCC2CCC(CC2)C(=O)O)C=CC1)(F)F 4-((2-(3-(trifluoromethyl)benzyl)-4,7-dihydro-5H-thieno[2,3-c]pyran-3-carboxamido)methyl)cyclohexane-1-carboxylic acid